3-methyl-10-oxo-12-{5-[(1-oxotetradecyl) oxy] pentyl}-3,9-diaza-6,11-dioxaheptadec-17-yl tetradecanoate C(CCCCCCCCCCCCC)(=O)OCCCCCC(OC(NCCOCCN(CC)C)=O)CCCCCOC(CCCCCCCCCCCCC)=O